C(CC)N(CCCN)CCC N,N-dipropyl-1,3-propanediamine